2-(2,5-dimethylphenyl)-2-nitrocyclohexanone CC1=C(C=C(C=C1)C)C1(C(CCCC1)=O)[N+](=O)[O-]